N-((1R)-3-cyano-3-azabicyclo[3.2.0]heptan-1-yl)-5-(3-((4-fluorophenyl)thio)pyridin-4-yl)thiazole-2-carboxamide C(#N)N1C[C@]2(CCC2C1)NC(=O)C=1SC(=CN1)C1=C(C=NC=C1)SC1=CC=C(C=C1)F